1-(4-bromonaphthalene-1-yl)methyl-1H-indole-2-formic acid BrC1=CC=C(C2=CC=CC=C12)CN1C(=CC2=CC=CC=C12)C(=O)O